N1(C=NC=C1)CCSCCSCCN1C=NC=C1 1-[2-[2-(2-imidazol-1-ylethylthio)ethylthio]ethyl]imidazole